BrC=1C=NC=C2C(C(=CNC12)C(=O)N[C@H]1CCOC2=CC=CC=C12)=O 8-bromo-N-[(4S)-3,4-dihydro-2H-chromen-4-yl]-4-oxo-1,4-dihydro-1,6-naphthyridine-3-carboxamide